5-(2-methyl-1-oxo-2,8-diazaspiro[4.5]dec-8-yl)picolinic acid CN1C(C2(CC1)CCN(CC2)C=2C=CC(=NC2)C(=O)O)=O